3-(2-methylthiazol-4-yl)-1H-pyrazol CC=1SC=C(N1)C1=NNC=C1